CN(C)CC1CN(CCC1(O)C=1C=C(C#N)C=CC1)CCC1=CC=C(C=C1)OC 3-(3-((dimethylamino)methyl)-4-hydroxy-1-(4-methoxyphenylethyl)piperidin-4-yl)benzonitrile